C(\C=C\CCCCC)(=O)OCC ethyl (E)-2-octenoate